5-{2-acetamidoimidazo[1,2-b]pyridazin-6-yl}-N-{[2-fluoro-5-(trifluoromethyl)phenyl]methyl}-2,6-dimethylpyridine-3-carboxamide C(C)(=O)NC=1N=C2N(N=C(C=C2)C=2C=C(C(=NC2C)C)C(=O)NCC2=C(C=CC(=C2)C(F)(F)F)F)C1